(3-methyl-1H-pyrazol-4-yl)boric acid CC1=NNC=C1OB(O)O